N=1N=CN(C1)C1CCC(CC1)=O 4-(1,2,4-triazol-4-yl)cyclohexanone